4-bromo-1-(((3S,4S) and (3R,4R)-3,4-difluorocyclopentyl)methyl)-1H-pyrazole BrC=1C=NN(C1)CC1C[C@@H]([C@H](C1)F)F |r|